(S)-5-bromo-1-((1,3-dioxoisoindolin-2-yl)methyl)-8-methoxy-3,4-dihydroisoquinoline-2(1H)-carbaldehyde BrC1=C2CCN([C@@H](C2=C(C=C1)OC)CN1C(C2=CC=CC=C2C1=O)=O)C=O